C(O)C(CC)(CO)CO tri(methylol)propane